CN1C(N(C=2N=C(N(C2C1=O)C)SCC1=C(C(=O)N)C=CC=C1)C)=O 2-((1,3,7-trimethyl-2,6-dioxo-2,3,6,7-tetrahydro-1H-purin-8-ylsulfanyl)methyl)benzamide